C[C@@H]1N(CC1)C=1N=C(C2=C(N1)CCC2)C2=CC1=C(C(NCCO1)=O)C=C2 (S)-8-(2-(2-methylazetidin-1-yl)-6,7-dihydro-5H-cyclopenta[d]pyrimidin-4-yl)-3,4-dihydrobenzo[f][1,4]oxazepin-5(2H)-one